(S*)-1-(amino(1-((2-(trimethylsilyl)ethoxy)methyl)-1H-benzo[d]imidazol-6-yl)methyl)cyclopropane-1-carbonitrile N[C@H](C1(CC1)C#N)C=1C=CC2=C(N(C=N2)COCC[Si](C)(C)C)C1 |o1:1|